C(CCCCCCC\C=C/CCCCCCCC)N(CCN1CCN(CC1)CCN(CCN(CCCCCCCCCCCC)CCCCCCCCCCCC)CCCCCCCCCCCC)CCCCCCCC\C=C/CCCCCCCC N1-(2-(4-(2-(Di((Z)-octadec-9-en-1-yl)amino)ethyl)piperazin-1-yl)ethyl)-N1,N2,N2-tridodecylethane-1,2-diamine